COC=1C2=C(N=C(N1)NC1C[C@@H]3[C@@H](CN(C3)C(C)=O)C1)NC=C2C=2C=C1N=CC=NC1=CC2 1-((3aR,5s,6aS)-5-((4-methoxy-5-(quinoxalin-6-yl)-7H-pyrrolo[2,3-d]pyrimidin-2-yl)amino)hexahydrocyclopenta[c]pyrrol-2(1H)-yl)ethan-1-one